tert-Butyl 3-((4-((3-(4,4-difluoropiperidin-1-yl)-1-methyl-1H-indazol-5-yl)carbamoyl)-3-(6-azaspiro[2.5]octan-6-yl)phenyl)sulfonyl)azetidine-1-carboxylate FC1(CCN(CC1)C1=NN(C2=CC=C(C=C12)NC(=O)C1=C(C=C(C=C1)S(=O)(=O)C1CN(C1)C(=O)OC(C)(C)C)N1CCC2(CC2)CC1)C)F